FC1(CC(C1)CN1C(=NC2=C1C=CC=C2)C2CCN(CC2)C(=O)C=2C=C1C=NN(C1=CC2)C2=CC(=CC=C2)F)F (4-(1-((3,3-difluorocyclobutyl)methyl)-1H-benzo[d]imidazol-2-yl)piperidin-1-yl)(1-(3-fluorophenyl)-1H-indazol-5-yl)methanone